perchloric acid copper [Cu].Cl(=O)(=O)(=O)O